CN([C@H](C1=C(C=CC=C1)P(C1=CC=CC=C1)C1=CC=CC=C1)[C-]1C(=CC=C1)P(C1=CC=CC=C1)C1=CC=CC=C1)C.[CH-]1C=CC=C1.[Fe+2] (2R)-1-[(S)-α-(dimethylamino)-2-(diphenylphosphino)benzyl]-2-diphenylphosphinoferrocene